3,3-dimethyl-2''-oxo-1'',2''-dihydrodispiro[cyclobutane-1,2'-pyrrolidine-3',3''-pyrrolo[2,3-b]pyridine]-5'-carboxamide CC1(CC2(NC(CC23C(NC2=NC=CC=C23)=O)C(=O)N)C1)C